NC[C@H]1CC2=NC=CC=C2OC2=C1C=C(C=C2)C#N |o1:2| (S*)-10-(aminomethyl)-10,11-dihydrobenzo[6,7]oxepino[3,2-b]pyridine-8-carbonitrile